ClC1=C(C(=CC=C1)F)CC1=NOCN1CC 3-[(2-chloro-6-fluorophenyl)methyl]-4-ethyl-4,5-dihydro-1,2,4-oxadiazol